FC1=C2NC(C=3N(C2=CC=C1CN1CCN(CC1)C=1C(=NC(=CC1)C(NC([2H])([2H])[2H])=O)F)N=C(C3)Cl)=O 6-fluoro-7-((4-(2-fluoro-6-((methyl-d3)carbamoyl)pyridin-3-yl)piperazin-1-yl)methyl)-2-chloropyrazolo[1,5-a]quinoxalin-4(5H)-one